(6-(3-((benzyloxy)methyl)-4-ethyl-5-oxo-4,5-dihydro-1H-1,2,4-triazol-1-yl)-1-oxo-4-(prop-1-en-2-yl)isoquinolin-2(1H)-yl)benzonitrile C(C1=CC=CC=C1)OCC1=NN(C(N1CC)=O)C=1C=C2C(=CN(C(C2=CC1)=O)C1=C(C#N)C=CC=C1)C(=C)C